CC(C)C1CN(C2=CC=CC=C2N1)C(=O)C1=NC(=CN=C1)N1CCCC1 [3,4-dihydro-3-(1-methylethyl)-1(2H)-quinoxalinyl][6-(1-pyrrolidinyl)pyrazin-2-yl]methanone